4-[5-chloranyl-2-[2-[2,6-di(methyl)-4-oxidanylidene-7,8-dihydro-5H-pyrido[4,3-d]pyrimidin-3-yl]ethoxy]phenyl]-2-methyl-N-methylsulfonyl-pyrrolo[1,2-b]pyridazine-7-carboxamide ClC=1C=CC(=C(C1)C=1C=2N(N=C(C1)C)C(=CC2)C(=O)NS(=O)(=O)C)OCCN2C(=NC1=C(C2=O)CN(CC1)C)C